C(=O)(OC(C)(C)C)NCCCC[C@@H]1NCOC1 (S)-4-[4-(Boc-amino)butyl]oxazolidine